(2,2-dimethyl-5-((naphthalen-2-ylmethoxy)methyl)-1,3-dioxane-5-yl)methyl 2-(dioctylamino)-1,1-difluoro-2-oxoethane-1-sulfonate C(CCCCCCC)N(C(C(S(=O)(=O)OCC1(COC(OC1)(C)C)COCC1=CC2=CC=CC=C2C=C1)(F)F)=O)CCCCCCCC